OC(C)(C)C=1C=C(SC1)S(=O)(N)=NC(NC1=C2C(=NC3=C1CCC3)C3(CC2)CC3)=O 4-(2-hydroxypropan-2-yl)-N'-((1',5',6',7'-tetrahydro-2'H-spiro[cyclopropane-1,3'-dicyclopenta[b,e]pyridin]-8'-yl)carbamoyl)thiophene-2-sulfonimidamide